C(C)(=O)O.N=CC=CN 1,5-diaza-pentadiene acetate